N-[4-fluoro-5-[1-[(4-fluorophenyl)methyl]-3,6-dihydro-2H-pyridin-4-yl]-2-[rac-(3R,5S)-3,4,5-trimethylpiperazin-1-yl]phenyl]-6-oxo-4-(trifluoromethyl)-1H-pyridine-3-carboxamide FC1=CC(=C(C=C1C=1CCN(CC1)CC1=CC=C(C=C1)F)NC(=O)C1=CNC(C=C1C(F)(F)F)=O)N1C[C@H](N([C@H](C1)C)C)C |r|